2-(3-(2,4-dioxotetrahydropyrimidin-1(2H)-yl)-4-methylphenoxy)acetic Acid O=C1N(CCC(N1)=O)C=1C=C(OCC(=O)O)C=CC1C